C(CCCCCC#C)=NC(=O)C1CNCCC1 N-(oct-7-ynyl-1-yl)piperidine-3-carboxamide